N-[4-[[(2R)-4-(dimethylamino)-1-phenylsulfonyl-but-2-yl]amino]-3-nitrophenyl]sulfonyl-benzamide CN(CC[C@H](CS(=O)(=O)C1=CC=CC=C1)NC1=C(C=C(C=C1)S(=O)(=O)NC(C1=CC=CC=C1)=O)[N+](=O)[O-])C